2-butyl-4-(4-(piperidin-4-yloxy)phenyl)-2,7-naphthyridin-1(2H)-one C(CCC)N1C(C2=CN=CC=C2C(=C1)C1=CC=C(C=C1)OC1CCNCC1)=O